FC=1C(=C(OC2=NC3=CC=CC=C3C=C2C=2NC=3C=CN=C(C3C(C2)=O)C#N)C=CC1F)C 2-[2-(3,4-Difluoro-2-methyl-phenoxy)-3-quinolyl]-4-oxo-1H-1,6-naphthyridine-5-carbonitrile